C(C)(C)(C)C=1C=C2C=C(CC2=C(C1OC)C1=CC(=CC(=C1)C)C)C(C)C 5-tert-butyl-7-(3,5-dimethylphenyl)-2-isopropyl-6-methoxy-1H-indene